N1N=CC2=CC(=CC=C12)N1C(=NC=2C1=NC(=CC2)C(F)(F)F)N2CCCC2 [3-(1H-Indazol-5-yl)-5-(trifluoromethyl)imidazo[4,5-b]pyridin-2-yl]-pyrrolidin